5-[[2-[(2S,5R)-2-(2-Methoxyphenyl)-5-methyl-1-piperidyl]-2-oxo-acetyl]amino]pyridine-3-carboxamide COC1=C(C=CC=C1)[C@H]1N(C[C@@H](CC1)C)C(C(=O)NC=1C=C(C=NC1)C(=O)N)=O